NC1(CCN(CC1)C1=NC(=C(C(=N1)N)C1=C(C(=CC=C1)Cl)Cl)OC)C 2-(4-Amino-4-methylpiperidin-1-yl)-5-(2,3-dichlorophenyl)-6-methoxypyrimidin-4-amine